3a-Hydroxy-1-[4-(trifluoromethoxy)phenyl]-1H,2H,3H,3aH,4H-pyrrolo[2,3-b]1,7-naphthyridin-4-one OC12C(=NC3=CN=CC=C3C1=O)N(CC2)C2=CC=C(C=C2)OC(F)(F)F